N-(4-((3R,4S)-3-fluoro-4-methoxypiperidin-1-yl)-1,3,5-triazin-2-yl)-5-isopropyl-8-(3-((methanesulfonyl)methyl)azetidin-1-yl)isoquinolin-3-amine F[C@@H]1CN(CC[C@@H]1OC)C1=NC(=NC=N1)NC=1N=CC2=C(C=CC(=C2C1)C(C)C)N1CC(C1)CS(=O)(=O)C